3-[4-[[1-(4-amino-2-ethyl-5-methoxy-phenyl)-4-piperidyl]amino]-1-oxo-isoindolin-2-yl]piperidine-2,6-dione NC1=CC(=C(C=C1OC)N1CCC(CC1)NC1=C2CN(C(C2=CC=C1)=O)C1C(NC(CC1)=O)=O)CC